1-(4-(N,N-bis(4-methoxybenzyl)aminosulfonyl)-3-fluorobenzyl)-5-(3-bromophenyl)-2-(cyclopropylmethyl)-1H-pyrrole-3-formamide COC1=CC=C(CN(S(=O)(=O)C2=C(C=C(CN3C(=C(C=C3C3=CC(=CC=C3)Br)C(=O)N)CC3CC3)C=C2)F)CC2=CC=C(C=C2)OC)C=C1